1-(4,4-dimethylcyclopent-1-en-1-yl)ethan-1-one CC1(CC=C(C1)C(C)=O)C